CNC(=S)C=1C=C(SC1)CNC(OC(C)(C)C)=O tert-butyl ((4-(methylcarbamothioyl)thiophen-2-yl)methyl)carbamate